N1(CCNCC1)C(=O)OC1=CN=C(S1)C(NC)=O (2-(methylcarbamoyl) thiazol-5-yl) piperazine-1-carboxylate